dichlorodi-tert-butyl-(4-dimethylaminophenyl)phosphorus palladium(II) [Pd+2].ClP(C1=CC=C(C=C1)N(C)C)(C(C)(C)C)(C(C)(C)C)Cl